FC(C=1C=NC(=NC1)N1CCN(CC1)C(=O)C1CCC(CC1)NC(OC(C)(C)C)=O)(F)F tert-butyl ((1R,4R)-4-(4-(5-(trifluoromethyl)pyrimidin-2-yl)piperazine-1-carbonyl)cyclohexyl)carbamate